5-(aminomethyl)-2-methylisoindolin-1-one NCC=1C=C2CN(C(C2=CC1)=O)C